C(CCC)OC=1C(=C(C=CC1)C1=CC=CC=C1)F butoxy-2-fluoro-[1,1'-biphenyl]